Ethyl {[4-bromo-5-(6-fluoropyridin-3-yl)-1-(pyrazin-2-yl)-1H-pyrazol-3-yl]oxy}(methylsulfanyl)acetate BrC=1C(=NN(C1C=1C=NC(=CC1)F)C1=NC=CN=C1)OC(C(=O)OCC)SC